C(C)(C)(C)N1N=C(N=N1)CNC=1C2=C(N=C(N1)OCC1(CC1)CN(C)C)CN(CC2)C2=CC=CC1=CC=CC(=C21)CC N-((2-(tert-butyl)-2H-tetrazol-5-yl)methyl)-2-((1-((dimethylamino)methyl)cyclopropyl)methoxy)-7-(8-ethylnaphthalen-1-yl)-5,6,7,8-tetrahydropyrido[3,4-d]pyrimidin-4-amine